1-(3-(benzoyloxy)-2-bromo-4-methoxybenzyl)-7-((tert-butyldiphenylsilyl)oxy)-6-methoxy-1,2,3,4-tetrahydroquinoline C(C1=CC=CC=C1)(=O)OC=1C(=C(CN2CCCC3=CC(=C(C=C23)O[Si](C2=CC=CC=C2)(C2=CC=CC=C2)C(C)(C)C)OC)C=CC1OC)Br